N-(6-(7-ethoxy-6-fluoro-5-methyl-1H-indazol-4-yl)imidazo[1,2-a]pyrazin-2-yl)-2-fluorocyclopropane-1-carboxamide C(C)OC=1C(=C(C(=C2C=NNC12)C=1N=CC=2N(C1)C=C(N2)NC(=O)C2C(C2)F)C)F